COC1=NC=C(C(=N1)OC)C=1C=C(C=CC1)B(O)O (3-(2,4-dimethoxypyrimidin-5-yl)phenyl)boronic acid